(E)-2,4,6-trimethyl-N-(4-(((5-hydroxy-2,2-dimethyl-2H-chromen-6-yl)methylene)amino)phenyl)benzenesulfonamide CC1=C(C(=CC(=C1)C)C)S(=O)(=O)NC1=CC=C(C=C1)/N=C/C=1C(=C2C=CC(OC2=CC1)(C)C)O